methyl-(phenyl)sulfilimine CS(=N)C1=CC=CC=C1